[Br-].FC(C1CC(C1)[Zn+])(F)F ((1R,3R)-3-(trifluoromethyl)cyclobutyl)zinc (II) bromide